C(C)(=O)OC1O[C@@H]([C@H]([C@@H]([C@H]1NC(CC1CCC1)=O)OC(C)=O)OC(C)=O)COC(C)=O (3R,4R,5S,6R)-6-(acetoxymethyl)-3-(2-cyclobutylacetamido)tetrahydro-2H-pyran-2,4,5-triyl triacetate